C(CCCCCCCCCCCCCCCCC)NC(CCC(=O)O)=O succinic acid mono-octadecyl amide